bis(bis(trimethylsilyl)phosphanyl)methane C[Si](C)(C)P([Si](C)(C)C)CP([Si](C)(C)C)[Si](C)(C)C